C(C)(C)(C)OC(=O)N(C(OC(C)(C)C)=O)C1=NN2C(C=C(C=C2)C2=C(C(=CC=C2)OCCC(C(C)(O[Si](CC)(CC)CC)C2=CC=C(C=C2)F)(F)F)F)=N1 tert-butyl (tert-butoxycarbonyl)(7-(3-((3,3-difluoro-4-(4-fluorophenyl)-4-((triethylsilyl)oxy)-pentyl)oxy)-2-fluorophenyl)-[1,2,4]triazolo[1,5-a]pyridin-2-yl)carbamate